(+-)-N-methyl-3-phenyl-3-(4-trifluoromethylphenoxy)propylamine hydrochloride Cl.CNCC[C@@H](OC1=CC=C(C=C1)C(F)(F)F)C1=CC=CC=C1 |r|